6-(1-ethyl)propyl-8-methylphenanthridine C(C)C=1N=C2C=CC=C(C2=C2C=CC(=CC12)C)CCC